ClC1=NC(=NC=C1)C1=C(C=CC=C1)OC 4-chloro-2-(2-methoxyphenyl)pyrimidine